6-(4-((2-(3-cyanopiperidin-1-yl)-5-oxo-5,6-dihydropyrimido[4,5-d]pyridazin-4-yl)amino)phenyl)-6-azaspiro[2.5]octane-1-carboxylic acid C(#N)C1CN(CCC1)C=1N=C(C2=C(C=NNC2=O)N1)NC1=CC=C(C=C1)N1CCC2(CC2C(=O)O)CC1